5-[[2-(3-phenyl-1H-1,2,4-triazol-5-yl)-3,4-dihydro-1H-isoquinolin-7-yl]oxy]-3,4-dihydro-1H-1,8-naphthyridin-2-one hydrochloride Cl.C1(=CC=CC=C1)C1=NNC(=N1)N1CC2=CC(=CC=C2CC1)OC1=C2CCC(NC2=NC=C1)=O